FC1(CNCCC1OC)F 3,3-difluoro-4-methoxypiperidine